O1C(=NC2=C1C=CC=C2)C=2N=C(N(C(C2O)=O)C)N2C(C1=CC(=CC=C1CC2)C(=O)N)C2=C(C=CC=C2)OC 2-(4-(benzo[d]oxazol-2-yl)-5-hydroxy-1-methyl-6-oxo-1,6-dihydropyrimidin-2-yl)-1-(2-methoxyphenyl)-1,2,3,4-tetrahydroisoquinoline-7-carboxamide